tert-Butyl (S,E)-(1-(2-bromo-3'-hydroxy-4'-methoxy-[1,1'-biphenyl]-4-carbonyl)pyrrolidin-3-yl)(4-(3-(hydroxylamino)-3-oxoprop-1-en-1-yl)benzyl)carbamate BrC1=C(C=CC(=C1)C(=O)N1C[C@H](CC1)N(C(OC(C)(C)C)=O)CC1=CC=C(C=C1)\C=C\C(=O)NO)C1=CC(=C(C=C1)OC)O